[Mg+2].P(=O)([O-])([O-])OC=1C(=O)O[C@@H](C1O)[C@@H](O)CO l-ascorbic acid 2-phosphate magnesium